disodium laurate phosphate P(=O)([O-])([O-])O.C(CCCCCCCCCCC)(=O)O.[Na+].[Na+]